CN(CCC[Si](OC)(OC)OC)CCC[Si](OC)(OC)OC N-methyl-3-(trimethoxysilyl)-N-(3-(trimethoxysilyl)propyl)propan-1-amine